2-bromo-5-chloro-1-{3-{3-deoxy-3-[4-(4-thiazolyl)-1H-1,2,3-triazol-1-yl]-beta-D-galactopyranosyl}-5-methyl-1H-1,2,4-triazol-4-yl}benzene BrC1=C(C=C(C=C1)Cl)N1C(=NNC1C)[C@H]1[C@H](O)[C@H]([C@@H](O)[C@H](O1)CO)N1N=NC(=C1)C=1N=CSC1